C(N(CC(=O)[O-])CC(=O)[O-])CN(CC(=O)[O-])CC(=O)[O-].[Ca+2].[Ca+2] calcium edetate salt